6-bromo-8-ethoxyimidazo[1,2-a]pyrazine BrC=1N=C(C=2N(C1)C=CN2)OCC